7-{1-[1-(2,4-Difluorophenyl)-1H-pyrazol-4-yl]propyl}-5-[2-(trifluoromethyl)pyrimidin-5-yl]-7H-pyrrolo[2,3-d]pyrimidin-4-amine FC1=C(C=CC(=C1)F)N1N=CC(=C1)C(CC)N1C=C(C2=C1N=CN=C2N)C=2C=NC(=NC2)C(F)(F)F